3-{[(3S)-1-Methylpyrrolidin-3-yl]oxy}-5-(5-methyl-1,3-thiazol-2-yl)benzoic acid methyl ester COC(C1=CC(=CC(=C1)C=1SC(=CN1)C)O[C@@H]1CN(CC1)C)=O